1-(tert-butyl) 4-ethyl 3-hydroxy-1H-pyrazole-1,4-dicarboxylate OC1=NN(C=C1C(=O)OCC)C(=O)OC(C)(C)C